6-Methoxy-2-methyl-isoindolin-5-amine COC1=C(C=C2CN(CC2=C1)C)N